N1CC(C1)[C@@H]1CN(CCC1)C1CC(C1)(C(=O)O)C 3-((R)-3-(azetidin-3-yl)piperidin-1-yl)-1-methylcyclobutane-1-carboxylic acid